(1H-imidazol-4-yl)-N-((1r,4r)-4-(2-methoxyethoxy)cyclohexyl)-5H-pyrrolo[3,2-d]pyrimidine-4-carboxamide N1C=NC(=C1)C=1N=C(C2=C(N1)C=CN2)C(=O)NC2CCC(CC2)OCCOC